6-Chloro-7-fluoro-2,3-dihydro-1H-pyrrolo[3,4-c]pyridin-1-one ClC1=C(C2=C(C=N1)CNC2=O)F